1-(6-(4-(2-methyl-1-naphthalenyl)-5,6,7,8-tetrahydro-2-quinazolinyl)-2,6-diazaspiro[3.4]octan-2-yl)-2-propen-1-one CC1=C(C2=CC=CC=C2C=C1)C1=NC(=NC=2CCCCC12)N1CC2(CN(C2)C(C=C)=O)CC1